O[C@H]1C[C@@H]2C(C[C@H]3[C@@H]4CC[C@H]([C@@H](CCCC(C)(C)C)C)[C@]4(CC[C@@H]3[C@]2(CC1)C)C)=O 3α-hydroxy-25-methyl-5α-cholestan-6-one